6-{4-[(2S,5S)-2,3-dihydro-2,5-methano-1,4-benzoxazepine-4(5H)-carbonyl]-4-methylpiperidin-1-yl}pyrimidine-4-carbonitrile O1[C@@H]2CN([C@H](C3=C1C=CC=C3)C2)C(=O)C2(CCN(CC2)C2=CC(=NC=N2)C#N)C